4-chlorophenylguanidine C1=CC(=CC=C1N=C(N)N)Cl.Cl